C1(=CC=CC=C1)/C=C/C(=O)C1=CC=C(C(=O)OCCCCCCO)C=C1 6-Hydroxyhexyl 4-[(E)-3-phenylprop-2-enoyl]benzoate